ClC(=CC1C(C1C(=O)OC(C1=CC(=C(C=C1)F)OC1=CC=CC=C1)C#N)(C)C)Cl cyano-4-fluoro-3-phenoxybenzyl 3-(2,2-dichlorovinyl)-2,2-dimethylcyclopropanecarboxylate